C(#N)C=1C=C(OC2CC(C2)NC(OC(C)(C)C)=O)C=CC1C(F)(F)F tert-butyl ((1r,3r)-3-(3-cyano-4-(trifluoromethyl)phenoxy)cyclobutyl)carbamate